FC=1C(=C(C=C(C1)C)O)C=1C=2N(C(=NN1)N[C@H]1COCCC1)C=CC2 3-fluoro-5-methyl-2-(4-{[(3R)-oxan-3-yl]amino}pyrrolo[1,2-d][1,2,4]triazin-1-yl)phenol